tert-butyl (4S)-4-[6-amino-7-(4-bromophenyl)-8-oxopurin-9-yl]-3,3-difluoro-[1,4'-bipiperidine]-1'-carboxylate NC1=C2N(C(N(C2=NC=N1)[C@@H]1C(CN(CC1)C1CCN(CC1)C(=O)OC(C)(C)C)(F)F)=O)C1=CC=C(C=C1)Br